1-butylpyridine bistrifluoromethanesulfonimide salt [N-](S(=O)(=O)C(F)(F)F)S(=O)(=O)C(F)(F)F.C(CCC)N1CC=CC=C1